1-Methyl-1,2,3,6-tetrahydropyridin-3-ol CN1CC(C=CC1)O